3-(4-Fluorobenzyl)-5,6-dimethylpyrazin-2-yl triflate O(S(=O)(=O)C(F)(F)F)C1=NC(=C(N=C1CC1=CC=C(C=C1)F)C)C